2-chloro-9-[[3-methyl-4-[1-methyl-4-(trifluoromethyl)imidazol-2-yl]phenyl]methyl]-7H-purin-8-imine ClC1=NC=C2NC(N(C2=N1)CC1=CC(=C(C=C1)C=1N(C=C(N1)C(F)(F)F)C)C)=N